C(C)OC(CCCN1C=2C=CC(=CC2C=2C1=NC=1CCCCC1C2N)OC)=O ethyl-4-(11-amino-9-methoxy-1,2,3,4-tetrahydro-6H-indolo[2,3-b]quinolin-6-yl)butanoate